(2S,4R)-1-(2-(3-acetyl-5-(2-(trifluoro-methyl)pyrimidin-5-yl)-1H-indol-1-yl)acetyl)-N-(2'-chloro-2-fluorobiphenyl-3-yl)-4-fluoropyrrolidine-2-carboxamide C(C)(=O)C1=CN(C2=CC=C(C=C12)C=1C=NC(=NC1)C(F)(F)F)CC(=O)N1[C@@H](C[C@H](C1)F)C(=O)NC=1C(=C(C=CC1)C1=C(C=CC=C1)Cl)F